Methyl 5-(2-(4-fluoro-3-methylphenyl)pyridin-3-yl)-1H-indazole-7-carboxylate FC1=C(C=C(C=C1)C1=NC=CC=C1C=1C=C2C=NNC2=C(C1)C(=O)OC)C